C1=C(C=CC2=CC=CC=C12)C(=O)N1C=C(C2=CC=CC=C12)C=O N-(2-naphthoyl)indole-3-formaldehyde